tricyclohexyl-tin indole-4-formate N1C=CC=2C(=CC=CC12)C(=O)[O-].C1(CCCCC1)[Sn+](C1CCCCC1)C1CCCCC1